C(C)(C)(C)OC(=O)N1CCC(CC1)C1=CC=C(C=C1)NC1=C(NN(C1=C)C1=CC=C(C=C1)C#N)Br 4-(4-((3-bromo-1-(4-cyanophenyl)-5-(methyl-yl)-1H-pyrazol-4-yl)amino)phenyl)piperidine-1-carboxylic acid tert-butyl ester